N-[(4,4-dimethylcyclohexylidene)amino]Carbamic acid tert-butyl ester C(C)(C)(C)OC(NN=C1CCC(CC1)(C)C)=O